1-(2-bromo-6-methoxy-5-methylbenzo[d]thiazol-4-yl)-2,2-dimethylpropan-1-ol BrC=1SC2=C(N1)C(=C(C(=C2)OC)C)C(C(C)(C)C)O